FC1=C(C(N(C=C1)C=1C=NC=CC1)=O)C(C)(C)O fluoro-3-(2-hydroxypropan-2-yl)-2H-[1,3'-bipyridyl]-2-one